C(N)(=O)C(CN1C(C2=CC(=CC(=C2C1)C=1C=C2C(=NN(C2=CC1)C(=O)OC(C)(C)C)C)NCC1CCOCC1)=O)=C tert-butyl 5-[2-(2-carbamoylallyl)-1-oxo-6-(tetrahydropyran-4-ylmethylamino)isoindolin-4-yl]-3-methyl-indazole-1-carboxylate